FC(C1=NC=CC(=C1)C1=NC=C(C(=C1)C)OC[C@](CC(C)C)(N)C)F (S)-1-((2'-(difluoromethyl)-4-methyl-[2,4'-bipyridin]-5-yl)oxy)-2,4-dimethylpentan-2-amine